4-(aminomethyl)-6-(5-(7-fluoro-1-oxo-5-(trifluoromethyl)isoindol-2-yl)-1-methyl-1H-pyrazol-4-yl)phthalazin-1(2H)-one NCC1=NNC(C2=CC=C(C=C12)C=1C=NN(C1N1C(C2=C(C=C(C=C2C1)C(F)(F)F)F)=O)C)=O